1-(4-((1R,2S)-2-cyclohexyl-6-hydroxy-1,2,3,4-tetrahydronaphthalen-1-yl)-3-fluoro-5-methylphenyl)piperidine-4-carbaldehyde C1(CCCCC1)[C@H]1[C@H](C2=CC=C(C=C2CC1)O)C1=C(C=C(C=C1C)N1CCC(CC1)C=O)F